methyl N-[4-carbamoyl-1-[4-(cyanomethyl)-3-fluoro-1-[[4-(triazol-2-yl)phenyl]methyl]-4-piperidyl]pyrazol-3-yl]carbamate C(N)(=O)C=1C(=NN(C1)C1(C(CN(CC1)CC1=CC=C(C=C1)N1N=CC=N1)F)CC#N)NC(OC)=O